BrC1=CC=C(C(=N1)NC1=CC=C(C(=O)OC)C=C1)[N+](=O)[O-] Methyl 4-((6-bromo-3-nitropyridin-2-yl)amino)benzoate